COC(CCC\C=C\B1OC(C(O1)(C)C)(C)C)=O.ClC1=CC=C(C=C1)N1C(=NN=C1C1CC1)[C@@H]1CC[C@H](CC1)OC1=NC=CC=C1 trans-2-[4-[4-(4-Chlorophenyl)-5-cyclopropyl-1,2,4-triazol-3-yl]cyclohexyl]oxypyridine methyl-(E)-6-(4,4,5,5-tetramethyl-1,3,2-dioxaborolan-2-yl)hex-5-enoate